C(C1=CC=CC=C1)OCC(=O)OC methyl (benzyloxy)acetate